benzyl 4-(4-(3-ethoxy-2,2-dimethyl-3-oxopropyl)oxazol-2-yl)cyclohexanecarboxylate C(C)OC(C(CC=1N=C(OC1)C1CCC(CC1)C(=O)OCC1=CC=CC=C1)(C)C)=O